COC1=CC(=O)C2=C(C1=O)CCC3=CC=CC=C3O2 The molecule is a dibenzooxepine that is 10,11-dihydrodibenzo[b,f]oxepine-1,4-dione substituted by a methoxy group at position 2. It is isolated from the root extract of Bauhinia purpurea and exhibits antimalarial, antimycobacterial, antifungal and cytotoxic activities. It has a role as a metabolite, an antifungal agent, an antimalarial and an antimycobacterial drug. It is an aromatic ether, a dibenzooxepine and a member of p-quinones.